BrC1=CC2=C(N(S(C2)(=O)=O)C2CC2)C=C1 5-bromo-1-cyclopropyl-1,3-dihydrobenzo[c]isothiazole 2,2-dioxide